caprylic acid acrylate C(C=C)(=O)O.C(CCCCCCC)(=O)O